C1(CC1)C1=C(C(=NO1)C1=C(C=NC=C1Cl)Cl)C=C1CC2(C1)CCN(CC2)C=2SC1=C(N2)C(=CC(=C1)C(=O)O)C 2-(2-((5-cyclopropyl-3-(3,5-dichloropyridin-4-yl)isoxazol-4-yl)methylene)-7-azaspiro[3.5]non-7-yl)-4-methylbenzo[d]thiazole-6-carboxylic acid